O=C1NC(CCC1N1C(N(C2=C1C=CC(=C2)C=2C=NC(=NC2)C2CCN(CC2)C(=O)OC(C)(C)C)C)=O)=O tert-butyl 4-{5-[1-(2,6-dioxopiperidin-3-yl)-3-methyl-2-oxo-1,3-benzodiazol-5-yl]pyrimidin-2-yl}piperidine-1-carboxylate